3-(6-chloropyridin-3-yl)-5-thioxo-4,5-dihydro-1,2,4-triazol-1-ide ClC1=CC=C(C=N1)C1=N[N-]C(N1)=S